ClC1=C(C(=O)N2COC3=C(C2)C=CC=C3C3=CC(=C(C(=O)O)C=C3F)N3C2COCC3CC2)C(=CC(=C1)N1C2CN(CC1CCC2)C)Cl 4-[3-[2,6-Dichloro-4-(3-methyl-3,9-diazabicyclo[3.3.1]nonan-9-yl)benzoyl]-2,4-dihydro-1,3-benzoxazin-8-yl]-5-fluoro-2-(3-oxa-8-azabicyclo[3.2.1]octan-8-yl)benzoic acid